(1R,3S,5S)-5-((Allyloxy)methyl)-N-(6-bromo-3-methylpyridin-2-yl)-2-azabicyclo[3.1.0]hexane-3-carboxamide Trifluoroacetic Acid Salt FC(C(=O)O)(F)F.C(C=C)OC[C@]12C[C@H](N[C@@H]2C1)C(=O)NC1=NC(=CC=C1C)Br